OCC1=NC(=CC(=N1)C1=CC=C2C=3C=4NC[C@H](NC(C4SC3C=CC2=N1)=O)C)C=C (15R)-5-[2-(hydroxymethyl)-6-vinyl-pyrimidin-4-yl]-15-methyl-11-thia-6,14,17-triazatetracyclo[8.8.0.0^2,7.0^12,18]octadeca-1(10),2,4,6,8,12(18)-hexaen-13-one